(R)-7-(3-(5-(3-hydroxy-1-methyl-2-oxopyrrolidin-3-yl)isoxazol-3-yl)phenyl)-1-methyl-3,4-dihydroquinoxalin-2(1H)-one O[C@@]1(C(N(CC1)C)=O)C1=CC(=NO1)C=1C=C(C=CC1)C1=CC=C2NCC(N(C2=C1)C)=O